NN1C(=NN=C1CCC=1C=NC=CC1)SCC(=O)NC=1SC2=C(N1)C=CC(=C2)C 2-((4-Amino-5-(2-(Pyridin-3-yl)ethyl)-4H-1,2,4-triazol-3-yl)thio)-N-(6-methylbenzothiazol-2-yl)acetamid